BrC=1C(=C(C=C(C1)Cl)C1CN(CCN1)C(=O)OC(C)(C)C)F tert-butyl 3-(3-bromo-5-chloro-2-fluorophenyl)piperazine-1-carboxylate